Cl.Cl.N(=NC(C(=N)N)(C)C)C(C(=N)N)(C)C 2,2'-azobis(2-methylpropionamidine)-dihydrochloride